The molecule is an organic heterotricyclic compound that is 5,6-dihydro-4H-imidazo[1,5-a][1,4]benzodiazepine which is substituted at positions 3, 5, 6, and 8 by ethoxycarbonyl, methyl, oxo, and fluoro groups, respectively. It is used as an antidote to benzodiazepine overdose. It has a role as a GABA antagonist and an antidote to benzodiazepine poisoning. It is an ethyl ester, an organofluorine compound and an imidazobenzodiazepine. CCOC(=O)C1=C2CN(C(=O)C3=C(N2C=N1)C=CC(=C3)F)C